C(C)(C)(C)OC(NCCCCCC(=O)C1=C(C=CC=C1)COCC=C)=O (6-(2-((allyloxy)methyl)phenyl)-6-oxohexyl)carbamic acid tert-butyl ester